4-thiouracil N1C(=O)NC(=S)C=C1